N1C(CCCCC1)[C@H](C)O (S)-1-(azepan-2-yl)ethan-1-ol